tributyl-silanol C(CCC)[Si](O)(CCCC)CCCC